C(C1=CC=CC=C1)N(C(C=C)=O)C=1C=C2C(=NC1)N(C=C2\C=C\C2=CC=C(C=C2)Cl)C (E)-N-Benzyl-N-(3-(4-chlorostyryl)-1-methyl-1H-pyrrolo[2,3-b]pyridin-5-yl)acrylamide